ClC1=C(C=CC(=C1)Cl)C1(OCC(O1)COC1=CC=C(C=C1)N1CCN(CC1)C(C)C)CN1N=CN=C1 1-[p-[[2-(2,4-dichlorophenyl)-2-(1H-1,2,4-triazol-1-ylmethyl)-1,3-dioxolan-4-yl]methoxy]phenyl]-4-isopropylpiperazine